(R)-6-(3-(5-(3-hydroxy-1-methyl-2-oxopyrrolidin-3-yl)isoxazol-3-yl)phenyl)-4-methoxypyridine-amide O[C@@]1(C(N(CC1)C)=O)C1=CC(=NO1)C=1C=C(C=CC1)C1=CC(=CC(=N1)C(=O)N)OC